tert-butyl (R)-2-(3-((6-(2-hydroxy-4-(trifluoromethyl)phenyl)-5-methylpyridazin-3-yl)amino)piperidin-1-yl)acetate OC1=C(C=CC(=C1)C(F)(F)F)C1=C(C=C(N=N1)N[C@H]1CN(CCC1)CC(=O)OC(C)(C)C)C